N1C=CC=2C1=NC=C(C2)C2=NC1=CC=CC=C1C(=C2)[C@@H](C)NC(C2=C(C=CC(=C2)OCCN(C)C)C)=O (R)-N-(1-(2-(1H-pyrrolo[2,3-b]pyridin-5-yl)-quinolin-4-yl)ethyl)-5-(2-(dimethylamino)ethoxy)-2-methylbenzamide